C(C)(C)(C)S(=O)(=O)C=1C(=CC2=C(N(C=N2)C=2C=C(C(=C(N)C2)OC)F)C1)OC 5-(6-(tert-butylsulfonyl)-5-methoxy-1H-benzo[d]imidazol-1-yl)-3-fluoro-2-methoxyaniline